C(C)(C)OC(N[C@@H]1CN[C@H](CC1)C=1SC(=CN1)C1=C(C=C(C=C1)NC(=O)OC(C)C)S(NC(C)(C)C)(=O)=O)=O trans-N-[6-[5-[2-(tert-butylsulfamoyl)-4-(isopropoxycarbonylamino)phenyl]thiazol-2-yl]-3-piperidinyl]carbamic acid isopropyl ester